C1(CCCCC1)[C@@H]1C[C@H](N(C1)S(=O)(=O)N1CCOCC1)CS(=O)(=O)C1=NC=CC(=C1)CN (2-((((2S,4S)-4-cyclohexyl-1-(morpholinosulfonyl)pyrrolidin-2-yl)methyl)sulfonyl)pyridin-4-yl)methanamine